N-methyl-5-(4-(6-(2-(3-(trifluoromethoxy)phenyl)acetamido)pyridazin-3-yl)butyl)-1,3,4-thiadiazole-2-carboxamide CNC(=O)C=1SC(=NN1)CCCCC=1N=NC(=CC1)NC(CC1=CC(=CC=C1)OC(F)(F)F)=O